ethyl (S)-3-amino-3-(4'-chloro-4-fluoro-2'-hydroxy-6'-methyl-5-(trifluoromethyl)-[1,1'-biphenyl]-3-yl)propanoate N[C@@H](CC(=O)OCC)C=1C=C(C=C(C1F)C(F)(F)F)C1=C(C=C(C=C1C)Cl)O